(2s,4s)-2-[2-(3-isopropylphenyl)-7-azaspiro[3.5]nonane-7-carbonyl]-7-oxa-5-azaspiro[3.4]octan-6-one C(C)(C)C=1C=C(C=CC1)C1CC2(C1)CCN(CC2)C(=O)C2CC1(C2)NC(OC1)=O